THIOIMIDAZOLIDINONE C1CN(C(=O)N1)S